5-Ethylthio-1H-tetrazole C(C)SC1=NN=NN1